4-chloro-(2-trifluoromethyl)pyridine C1=CN=C(C=C1Cl)C(F)(F)F